tert-butyl (5S,2R)-5-[(2,2-dimethyl-1,1-diphenyl-1-silapropoxy)methyl]-2-{N-[(3-chloropyrazin-2-yl)methyl]carbamoyl}morpholine-4-carboxylate CC([Si](OC[C@@H]1CO[C@H](CN1C(=O)OC(C)(C)C)C(NCC1=NC=CN=C1Cl)=O)(C1=CC=CC=C1)C1=CC=CC=C1)(C)C